2-(2-hydroxypropyl)dihydrofuran tert-Butyl-4-(2-{[5-(2,6-dichlorophenyl)-1-trityl-1H-indazol-3-yl]amino}-2-oxoethyl)piperidine-1-carboxylate C(C)(C)(C)OC(=O)N1CCC(CC1)CC(=O)NC1=NN(C2=CC=C(C=C12)C1=C(C=CC=C1Cl)Cl)C(C1=CC=CC=C1)(C1=CC=CC=C1)C1=CC=CC=C1.OC(CC1OC=CC1)C